N(=NC(C(=O)NCCO)(C)C)C(C(=O)NCCO)(C)C 2,2'-azobis[2-methyl-N-[2-hydroxyethyl]-propionamide]